CN1CC2=C(CC1)N=C(S2)NC2=NC=C(C(=N2)N2OCCC2C2=CC=CC=C2)C(F)(F)F 5-methyl-N-(4-(3-phenylisoxazolidin-2-yl)-5-(trifluoromethyl)pyrimidin-2-yl)-4,5,6,7-tetrahydrothiazolo[5,4-c]pyridin-2-amine